COCC1(C(NC2=CC(=CC=C12)C#CC1=NC=CC2=CN=C(C=C12)NC1=CC=C(C=C1)S(=O)(=N)C(C)C)=O)COC 3,3-bis(methoxymethyl)-6-((7-((4-(propan-2-ylsulfonimidoyl)phenyl)amino)-2,6-naphthyridin-1-yl)ethynyl)indolin-2-one